3-azidopropyl 2,3,4,6-tetra-O-benzoyl-α-D-mannopyranoside C(C1=CC=CC=C1)(=O)O[C@@H]1[C@@H](OCCCN=[N+]=[N-])O[C@@H]([C@H]([C@@H]1OC(C1=CC=CC=C1)=O)OC(C1=CC=CC=C1)=O)COC(C1=CC=CC=C1)=O